isopropyl 2,4-dihydroxy-6-methylbenzoate OC1=C(C(=O)OC(C)C)C(=CC(=C1)O)C